ClC=1C=C2C(=C(C1)Cl)NC(C21CCN(CC1)C(=O)OC(C)(C)C)=O tert-butyl 5,7-dichloro-2-oxo-1,2-dihydrospiro[indole-3,4'-piperidine]-1'-carboxylate